(E)-3-(3-(4-chloro-2-methylphenyl)-2-ethyl-7-fluoro-4-oxo-3,4-dihydroquinazolin-6-yl)-N-hydroxyacrylamide ClC1=CC(=C(C=C1)N1C(=NC2=CC(=C(C=C2C1=O)/C=C/C(=O)NO)F)CC)C